5-{(2Z)-2-[1-(2-bromopyridin-4-yl)-2-(pyridin-2-yl)ethylidene]hydrazinyl}-2-fluoro-4-(2-methoxyethoxy)pyridine BrC1=NC=CC(=C1)\C(\CC1=NC=CC=C1)=N/NC=1C(=CC(=NC1)F)OCCOC